CN(CC(=O)N1CC(OCC1)C=1C=C2C(=C(NC2=CC1)C=1C=C(C=2N(C1)N=CN2)C)C(C)C)C 2-(Dimethylamino)-1-(2-(3-isopropyl-2-(8-methyl-[1,2,4]triazolo[1,5-a]pyridin-6-yl)-1H-indol-5-yl)morpholino)ethan-1-on